CC(C(=O)N=S(=O)(C1=NC=CC=C1)C1=CC=C(C(=O)NC2=C(C=CC(=C2)C2=CC=C(C=C2)F)NC(OC(C)(C)C)=O)C=C1)(C)C tert-butyl N-[2-[[4-[N-(2,2-dimethylpropanoyl)-S-(2-pyridyl)sulfonimidoyl]benzoyl]amino]-4-(4-fluorophenyl)phenyl]carbamate